3-methyloxepan-2-one CC1C(OCCCC1)=O